C1(=CC=CC=C1)C1=NC(=NC(=C1)C1=CC=CC=C1)C1=C(C(=CC(=C1N1C2=CC=C(C=C2C=2C=C(C=CC12)C)C)C1=NC(=CC(=N1)C1=CC=CC=C1)C1=CC=CC=C1)N1C2=CC=CC=C2C=2C=CC(=CC12)C1=NC(=CC=C1)C1=CC=CC=C1)N1C2=CC=C(C=C2C=2C=C(C=CC12)C)C 9,9'-(2,4-bis(4,6-diphenylpyrimidin-2-yl)-6-(2-(6-phenylpyridin-2-yl)-9H-carbazol-9-yl)-1,3-phenylene)bis(3,6-dimethyl-9H-carbazole)